(2s,6r)-2,6-dimethylmorpholine-4-carbonyl chloride C[C@H]1CN(C[C@H](O1)C)C(=O)Cl